(8-(4-(trifluoromethyl)phenoxy)quinolin-6-yl)methanamine FC(C1=CC=C(OC=2C=C(C=C3C=CC=NC23)CN)C=C1)(F)F